CCC/C=C\C/C=C\CCCCCCCC(=O)O 9Z,12Z-Hexadecadienoic acid